(E)-4-(1-(4-cyanophenyl)cyclobutoxy)-4-oxobut-2-enoic acid C(#N)C1=CC=C(C=C1)C1(CCC1)OC(/C=C/C(=O)O)=O